(4-(4-hydroxy-3-isopropylbenzyl)-3,5-dimethylphenoxy)-N-phenethylacetamide OC1=C(C=C(CC2=C(C=C(OCC(=O)NCCC3=CC=CC=C3)C=C2C)C)C=C1)C(C)C